Tert-Butyl (3,5-dichloropyrazolo[1,5-a]pyrimidin-7-yl)(3-chlorophenyl)carbamate ClC=1C=NN2C1N=C(C=C2N(C(OC(C)(C)C)=O)C2=CC(=CC=C2)Cl)Cl